NCC1=CC(=CS1)C(N)=N 5-(aminomethyl)-thiophene-3-carboximidamide